(1R,2S,3S,4R)-1-(2-(2-amino-2-bromoquinolin-7-yl)ethyl)-4-(4-amino-7H-pyrrolo[2,3-d]pyrimidin-7-yl)-2-methylcyclopentane-1,2,3-triol NC1(NC2=CC(=CC=C2C=C1)CC[C@@]1([C@]([C@H]([C@@H](C1)N1C=CC2=C1N=CN=C2N)O)(O)C)O)Br